FC1=C(CCC2=CC(=CC(=N2)N)C)C=C(C=C1F)C#CCNC 6-(2,3-difluoro-5-(3-(methylamino)prop-1-yn-1-yl)phenethyl)-4-methylpyridin-2-amine